C(C)(C)C1=C(C=CC=C1)C1N(CCN(C1)C(C#CC)C1=CC=CC=C1)C1CCC12CCN(CC2)C2=C(C(=O)N)C=CC=C2 2-(2-(2-isopropylphenyl)-4-(1-phenylbut-2-yn-1-yl)piperazin-1-yl-7-azaspiro[3.5]nonan-7-yl)benzamide